C1(CC1)N1N=CC(=C1)C(N1C[C@@H](N(C[C@H]1C)C1=CC(N(C=2C=CC(=NC12)C#N)C)=O)C)C1=CC=C(C=C1)F 8-[(2S,5R)-4-[(1-cyclopropyl-1H-pyrazol-4-yl)(4-fluorophenyl)methyl]-2,5-dimethylpiperazin-1-yl]-5-methyl-6-oxo-5,6-dihydro-1,5-naphthyridine-2-carbonitrile